C1(=CC=CC=C1)N1C(NC2=C1C=CC=C2)=S 1,3-dihydro-1-phenyl-2H-benzimidazole-2-thione